[Na+].CSCCC(C(=O)[O-])OC(CCCCCCCCCCC)=O 4-(methylthio)-2-(dodecanoyloxy)butanoic acid sodium salt